BrC1=CC=C(C2=C1NC=N2)C(=O)N2CCC=1N(N=C3CCN(CC2C13)C(C=C)=O)C1=C(C=C(C=C1)C(C)C)O 1-(5-(7-bromo-1H-benzo[d]imidazole-4-carbonyl)-2-(2-hydroxy-4-isopropylphenyl)-2,3,4,5,5a,6,8,9-octahydro-7H-1,2,5,7-tetraazabenzo[cd]azulen-7-yl)prop-2-en-1-one